C1CCC12CN(CCC2)[C@@H]2[C@H](CCC2)OC=2C=C1CN(C(C1=CC2)=O)C2C(NC(CC2)=O)=O 3-(5-(((1s,2s)-2-(6-azaspiro[3.5]non-6-yl)cyclopentyl)oxy)-1-oxoisoindolin-2-yl)piperidine-2,6-dione